BrC=1C=C2C(N(C=NC2=CC1)C)=O 6-bromo-3-methyl-3,4-dihydro-4-quinazolinone